NC1=NC(N(C2=CC(=CC(=C12)N1C(CCC1)=O)Cl)C1=CC=CC=C1)=O 4-amino-7-chloro-5-(2-oxopyrrolidin-1-yl)-1-phenylquinazolin-2(1H)-one